ClC=1C=C(C=CC1F)NC1=NC=NC2=CC(=C(C=C12)NC(\C=C\CN1CCN(CC1)CC1=CC(=CC=C1)C1C(NC(CC1)=O)=O)=O)OC (E)-N-(4-((3-chloro-4-fluorophenyl)amino)-7-methoxyquinazolin-6-yl)-4-(4-(3-(2,6-dioxopiperidin-3-yl)benzyl)piperazin-1-yl)but-2-enamide